C(C)(C)(C)C1N(CCC(C1)N1C(C2=CC(=C(C=C2C1)[N+](=O)[O-])O)=O)C(=O)OCCOCCOCCOC 2-(2-(2-methoxyethoxy)ethoxy)ethanol tert-butyl-4-(6-hydroxy-5-nitro-1-oxoisoindolin-2-yl)piperidine-1-carboxylate